C(C)(C)(C)OC(=O)N[C@@H]1C[C@H](CCC1)C(=O)O (trans)-3-((tert-butoxycarbonyl)amino)cyclohexanecarboxylic acid